NC=1C=C(C(=C(C(=O)OC)C1)OC)OC methyl 5-amino-2,3-dimethoxybenzoate